C=1(C(=CC=CC1)N)C1=CC=CC=C1 Bi-Phenyl-Amin